2-cyclopentyl-4-(2-fluorophenoxy)-N-(4-(methylsulfonyl)but-3-en-2-yl)pyrimidine-5-carboxamide C1(CCCC1)C1=NC=C(C(=N1)OC1=C(C=CC=C1)F)C(=O)NC(C)C=CS(=O)(=O)C